1-benzyl-5-(methoxycarbonyl)-1H-Pyrazole-3-carboxylic acid C(C1=CC=CC=C1)N1N=C(C=C1C(=O)OC)C(=O)O